difluorocarbon F[C]F